ClCC1=CC=CC=2COCC21 4-(chloromethyl)-1,3-dihydro-2-benzofuran